C(C1=CC=CC=C1)(=O)[C-]1C=CC=C1.[CH-]1C=CC=C1.[Fe+2] (Benzoyl)ferrocene